bis(p-tert-butyl-phenyl)iodonium nitrate [N+](=O)([O-])[O-].C(C)(C)(C)C1=CC=C(C=C1)[I+]C1=CC=C(C=C1)C(C)(C)C